5-(((2R,3R,4S,5R,6R)-5-hydroxy-6-(hydroxymethyl)-3-methoxy-4-(4-(3,4,5-trifluorophenyl)-1H-1,2,3-triazol-1-yl)tetrahydro-2H-pyran-2-yl)methyl)-3-phenyloxazol-2(3H)-one O[C@@H]1[C@@H]([C@H]([C@H](O[C@@H]1CO)CC1=CN(C(O1)=O)C1=CC=CC=C1)OC)N1N=NC(=C1)C1=CC(=C(C(=C1)F)F)F